NC1=NN(C(=C1C)C1=CC=C(C(=N1)OC1CN(C1)C(=O)N1N=CC[C@H]1C=1C=NC=C(C1)F)F)C (S)-(3-((6-(3-amino-1,4-dimethyl-1H-pyrazol-5-yl)-3-fluoropyridin-2-yl)oxy)azetidin-1-yl)(5-(5-fluoropyridin-3-yl)-4,5-dihydro-1H-pyrazol-1-yl)methanone